COC(=O)C1=CC2=C(N(C(=N2)C=2N(C3=CC=CC=C3C2)CC2CC2)CC=2C=NN(C2)C)C(=C1)OC 2-(1-(cyclopropylmethyl)-1H-indol-2-yl)-7-methoxy-1-((1-methyl-1H-pyrazol-4-yl)methyl)-1H-benzo[d]imidazole-5-carboxylic acid methyl ester